FC=1C=C(C=CC1C=1C2=C(C(NC1)=O)NC=N2)NC([C@H](C(C2=CC=CC=C2)C2=CC=CC=C2)NC(OC(C)(C)C)=O)=O tert-butyl (S)-(1-((3-fluoro-4-(4-oxo-4,5-dihydro-3H-imidazo[4,5-c]pyridin-7-yl)phenyl)amino)-1-oxo-3,3-diphenylpropan-2-yl)carbamate